1'-hydroxy[2,2'-ethylidenebis[4,6-bis(1,1-dimethylpropyl)benzene]] OC1=C(C=C(C=C1C(CC)(C)C)C(CC)(C)C)C(C)C1=CC(=CC(=C1)C(CC)(C)C)C(CC)(C)C